C(C)(C)[C@H]1NC(OC1)=O (R)-4-isopropyloxazolidin-2-one